N-(benzo[b]thiophen-5-ylmethyl)-4-(2-(p-tolyl)-2H-pyrazolo[3,4-d]pyrimidin-4-yl)piperazine-2-carboxamide S1C2=C(C=C1)C=C(C=C2)CNC(=O)C2NCCN(C2)C=2C=1C(N=CN2)=NN(C1)C1=CC=C(C=C1)C